COC1=C(C(=O)P(C2=CC=CC=C2)(C(C2=C(C=CC=C2OC)OC)=O)=O)C(=CC=C1)OC bis-(2,6-dimethoxy-benzoyl)-phenylphosphine oxide